(R)-2-(3-isopropyl-2-(2-methylpyridin-4-yl)-1H-indol-5-yl)-5-(piperidin-3-yl)-1,3,4-oxadiazole C(C)(C)C1=C(NC2=CC=C(C=C12)C=1OC(=NN1)[C@H]1CNCCC1)C1=CC(=NC=C1)C